4-(4-(4-((4-chloro-5-(trifluoromethyl)pyrimidin-2-yl)amino)-3-methoxyphenyl)piperazin-1-yl)adamantane-1-carboxylic acid methyl ester COC(=O)C12CC3C(C(CC(C1)C3)C2)N2CCN(CC2)C2=CC(=C(C=C2)NC2=NC=C(C(=N2)Cl)C(F)(F)F)OC